C(C)(=O)N1CCC2=CC(=CC=C12)C1=C2CN(C(C2=CC=C1)=O)C(C(=O)NC(C(=O)N(C)C)=C)=C 2-(2-(4-(1-acetylindolin-5-yl)-1-oxoisoindolin-2-yl)acrylamido)-N,N-dimethylacrylamide